O1CCOC12CCC(CC2)CO (1,4-dioxaspiro[4.5]decane-8-yl)methanol